C1(CC1)C=1N(N=C2C1N=NN(C2=O)C2CCOCC2)CC2=C(C=CC=C2)F 7-cyclopropyl-6-(2-fluorobenzyl)-3-(tetrahydro-2H-pyran-4-yl)-3,6-dihydro-4H-pyrazolo[4,3-d][1,2,3]triazin-4-one